naphthyl-terphenyl C1(=CC=CC2=CC=CC=C12)C1=C(C=CC=C1)C=1C(=CC=CC1)C1=CC=CC=C1